5-((4-bromophenyl)amino)-3-(1H-indol-4-yl)pyridin-2(1H)-one BrC1=CC=C(C=C1)NC=1C=C(C(NC1)=O)C1=C2C=CNC2=CC=C1